N-(5-(5-(difluoromethyl)-1,2,4-oxadiazol-3-yl)-2,3-dihydro-1H-inden-1-yl)-2,2-difluoroacetamide FC(C1=NC(=NO1)C=1C=C2CCC(C2=CC1)NC(C(F)F)=O)F